C(C1=CC=CC=C1)CC(C(=O)C1=CC=C(C=C1)N1CCOCC1)(CC)N(C)C 2-benzylmethyl-2-(dimethylamino)-1-(4-morpholinophenyl)-1-butanone